8-hydroxy-2-propyl-2,3,4,5-tetrahydro-1H-pyrido[4,3-b]indole OC1=CC=2C3=C(NC2C=C1)CCN(C3)CCC